4-hydroxy-2-[(4-methoxyphenyl)methyl]pyrrolidin-3-yl 4-(dimethylsulfamoyl)benzoate CN(S(=O)(=O)C1=CC=C(C(=O)OC2C(NCC2O)CC2=CC=C(C=C2)OC)C=C1)C